[Pd].OCCCC(O)C1OCC1 hydroxypropyl-oxetanyl-methanol palladium